5-Cyano-N-[(S)-1-(3,4-difluoro-phenyl)-ethyl]-2-[4-(1H-pyrazolo[3,4-b]pyridin-5-yl)-benzylamino]-nicotinamide C(#N)C=1C=NC(=C(C(=O)N[C@@H](C)C2=CC(=C(C=C2)F)F)C1)NCC1=CC=C(C=C1)C=1C=C2C(=NC1)NN=C2